2-allyl-1-(6-(2-hydroxypropan-2-yl)pyridin-2-yl)-6-((3-methyl-4-((1-methylpiperidin-4-yl)oxy)phenyl)amino)-1,2-dihydro-3H-pyrazolo[3,4-d]Pyrimidin-3-one C(C=C)N1N(C2=NC(=NC=C2C1=O)NC1=CC(=C(C=C1)OC1CCN(CC1)C)C)C1=NC(=CC=C1)C(C)(C)O